C(C)(=O)NC1=CC=C(C=C1)S(=O)(=O)N1CCNCC1 1-((4-acetamidophenyl)sulfonyl)piperazine